(S)-N'-(4-fluoro-2,6-diisopropylphenylcarbamoyl)-5-(2-hydroxypropan-2-yl)thiophene-2-sulfonimidamide FC1=CC(=C(C(=C1)C(C)C)NC(=O)N=[S@@](=O)(N)C=1SC(=CC1)C(C)(C)O)C(C)C